methyl (S)-2-(2-bromophenyl)-2-((4-(trifluoromethoxy)phenyl)sulfonamido)acetate BrC1=C(C=CC=C1)[C@@H](C(=O)OC)NS(=O)(=O)C1=CC=C(C=C1)OC(F)(F)F